3-((3-(trifluoromethyl)benzamido)methyl)-4,5-dihydroisoxazole FC(C=1C=C(C(=O)NCC2=NOCC2)C=CC1)(F)F